(S)-3-(1-((5-fluoroquinazolin-4-yl)amino)-2-methylpropyl)-8-(2-methylpyrimidin-5-yl)-2-phenylisoquinoline-1(2H)-one FC1=C2C(=NC=NC2=CC=C1)N[C@@H](C(C)C)C=1N(C(C2=C(C=CC=C2C1)C=1C=NC(=NC1)C)=O)C1=CC=CC=C1